ClC1=CC=NC2=CC(=CC=C12)B1OC(C(O1)(C)C)(C)C 4-chloro-7-(4,4,5,5-tetramethyl-1,3,2-dioxaborolan-2-yl)quinoline